O1CC2(C3=C1C=CC=C3)COC3=C2C=CC=C3 3,3'-spirobi[benzofuran]